(Z)-2-(chloro(hydroxyimino)methyl)piperidine-1-carboxylic acid tert-butyl ester C(C)(C)(C)OC(=O)N1C(CCCC1)/C(=N/O)/Cl